(2,3-dichloro-4-((1-methyl-1H-pyrazol-3-yl)oxy)phenyl)-6-hydroxy-2,5-dimethylpyrimidin-4(3H)-one ClC1=C(C=CC(=C1Cl)OC1=NN(C=C1)C)N1C(=NC(=C(C1=O)C)O)C